N1=CC(=CC=C1)C=1C=C(C=CC1)/C=C/C(=O)O (E)-3-(3-(pyridin-3-yl)phenyl)acrylic acid